C1(=CC=CCCCC1)CC(=O)O cyclooctadieneacetic acid